1-(prop-1-en-1-yl)-3-(trifluoromethyl)benzene C(=CC)C1=CC(=CC=C1)C(F)(F)F